FC=1C=C2C=CN(C2=CC1OC)CC(C)N(C)C 5-fluoro-6-methoxy-1H-indol-1-yl-N,N-dimethylpropan-2-amine